OCCN(C(OCC1=CC=CC=C1)=O)C benzyl (2-hydroxyethyl)(methyl)carbamate